COC=1C=C2C[C@@H]([C@@H](OC2=CC1)C1=CC=CC=C1)[N+](=O)[O-] (2S,3S)-6-methoxy-3-nitro-2-phenylchromane